1-(1-methoxypropane-2-yl)-3-(oxetan-3-yloxy)-1H-pyrazol-4-amine COCC(C)N1N=C(C(=C1)N)OC1COC1